CN(S(=O)(=O)C1CNCCC1)C N,N-dimethylpiperidine-3-sulfonamide